methyl isononanoate C(CCCCCC(C)C)(=O)OC